[Cl-].BrC1=CC=C(C=C1)C=1N(C=[N+]2C1C=1NC3=CC=CC=C3C1C=C2C(=O)OC)C2=CC=C(C=C2)F 1-(4-Bromophenyl)-2-(4-fluorophenyl)-5-(methoxycarbonyl)-2,11-dihydroimidazo[1',5':1,2]pyrido[3,4-b]indol-4-ium chloride